O1C(CCC1CN)CN 5-tetrahydrofuran-dimethylamine